ClC1=CC=C(C=C1)N1N=C(C(=C1C1=CC=CC=C1)C)C(=O)NC1=CC=C(C(=O)OC)C=C1 Methyl 4-(1-(4-chlorophenyl)-4-methyl-5-phenyl-1H-pyrazole-3-carboxamido)benzoate